NC1=C2N=CN(C2=NC(=N1)F)[C@H]1C[C@H]2OC(OCC3CCCCC3COC(OC[C@]2(O1)C#C)=O)=O (6R,8R,10R)-8-(6-amino-2-fluoro-9H-purin-9-yl)-10-ethynyl-3,5,9,12,14-pentaoxatricyclo[14.4.0.06,10]icosane-4,13-dione